CC(C/C=C/C(C)=O)C (E)-6-METHYL-3-HEPTEN-2-ONE